S(=O)(=O)(ON1[C@@H]2CC[C@H](N(C1=O)C2)C(NC(=O)[C@H]2NCCCC2)=N)O (2S,5R)-7-oxo-2-(N-((S)-piperidine-2-carbonyl) carbamimidoyl)-1,6-diazabicyclo[3.2.1]octan-6-yl hydrogen sulfate